[Si](C)(C)(C(C)(C)C)OCCN1C[C@@H](CCC1)NC1=NN=C(C2=CC=CC=C12)C1=C(C=C(C=C1)C(F)(F)F)O 2-[4-[[(3R)-1-[2-[tert-Butyl(dimethyl)silyl]oxyethyl]-3-piperidyl]amino]phthalazin-1-yl]-5-(trifluoromethyl)phenol